[I-].O[NH3+] Hydroxylammonium iodid